FC=1C=C(C=NC1)CN1N=C(C=CC1=O)C=1C=NC(=NC1)OCCOC 2-((5-fluoropyridin-3-yl)methyl)-6-(2-(2-methoxyethoxy)pyrimidin-5-yl)pyridazine-3(2H)-one